2-(4-(2-((2,3-dihydro-1H-inden-2-yl)amino)pyrimidin-5-yl)-3-(methylcarbamoyl)-1H-pyrazol-1-yl)acetic acid C1C(CC2=CC=CC=C12)NC1=NC=C(C=N1)C=1C(=NN(C1)CC(=O)O)C(NC)=O